4-(6-(6-(2-(4-cyclopropylpyrimidin-5-yl)-4-fluorophenoxy)-1,2,4-triazin-5-yl)-2,6-diazaspiro[3.4]octan-2-yl)-5-methylhexanamide C1(CC1)C1=NC=NC=C1C1=C(OC2=C(N=CN=N2)N2CC3(CN(C3)C(CCC(=O)N)C(C)C)CC2)C=CC(=C1)F